SC(C(=O)OCCCCCC)C hexyl mercaptopropionate